ClC=1C=CC2=C(C3=C(O2)C=CC=C3B(O)O)C1 (8-chlorodibenzo[b,d]furan-1-yl)boronic acid